(S)-1-((2R,3S,4S,5R)-5-(2-Acetamido-6,8-dioxo-7-propyl-1,6,7,8-tetrahydro-9H-purin-9-yl)-4-acetoxy-3-fluorotetrahydrofuran-2-yl)propyl acetate C(C)(=O)O[C@@H](CC)[C@H]1O[C@H]([C@@H]([C@H]1F)OC(C)=O)N1C=2N=C(NC(C2N(C1=O)CCC)=O)NC(C)=O